[Ag].C(C)NS(=O)(=O)C1=CC(=CC=C1)C1=CN(C(C2=CC=C(C=C12)F)=O)C N-ethyl-3-(6-fluoro-2-methyl-1-oxo-isoquinolin-4-yl)benzenesulfonamide silver